5-(1-(cyclopropylsulfonyl)piperidin-4-yl)-3-isopropyl-2-(2-methylpyridin-4-yl)-1H-indole C1(CC1)S(=O)(=O)N1CCC(CC1)C=1C=C2C(=C(NC2=CC1)C1=CC(=NC=C1)C)C(C)C